C(C)(C)(C)OC(=O)N[C@H](C(=O)N1[C@@H]([C@H]2C([C@H]2C1)(Cl)Cl)C(=O)OC(C)(C)C)C(C)(C)C tert-butyl (1S,2S,5R)-3-((S)-2-((tert-butoxycarbonyl) amino)-3,3-dimethylbutyryl)-6,6-dichloro-3-azabicyclo[3.1.0]hexane-2-carboxylate